(3R,4S)-3-cyclopropyl-4-methyl-1-[6-[1-(2-methyl-2-azaspiro[3.3]heptan-6-yl)pyrazol-4-yl]pyrazolo[1,5-a]pyrazin-4-yl]-2-oxopyrrolidine-3-carbonitrile C1(CC1)[C@]1(C(N(C[C@H]1C)C=1C=2N(C=C(N1)C=1C=NN(C1)C1CC3(CN(C3)C)C1)N=CC2)=O)C#N